BrC1=CC=2C=3C=CC4=C(C3N(C2C=C1)C1=CC=CC=C1)OC1=C4C=CC=C1 3-bromo-12-phenyl-12H-benzofuro[2,3-a]carbazole